C(CCC)N1C(=C(C2=CC=CC=C12)C1(OC(=O)C2=CC=CC=C12)C1=C(N(C2=CC=CC=C12)CCCC)C)C 3,3-bis(1-n-butyl-2-methyl-indole-3-yl)phthalide